sodium (2S)-2-((S)-2-(1H-indole-2-carboxamido)-4-methylpentanamido)-1-hydroxy-3-((S)-2-oxopyrrolidin-3-yl)propane-1-sulfonate N1C(=CC2=CC=CC=C12)C(=O)N[C@H](C(=O)N[C@H](C(S(=O)(=O)[O-])O)C[C@H]1C(NCC1)=O)CC(C)C.[Na+]